N-(1,1-Dioxido-2,3-dihydrothiophen-3-yl)-2-hydroxy-6-(prop-1-en-2-yl)quinoline-3-carboxamide O=S1(CC(C=C1)NC(=O)C=1C(=NC2=CC=C(C=C2C1)C(=C)C)O)=O